N[C@H]1C[C@@H]([C@@H](C1)O)N1CC2=CC=CC=C2CC1 (1R,2S,4S)-4-amino-2-(3,4-dihydroisoQuinolin-2(1H)-yl)cyclopentan-1-ol